2-((4-chloro-6-morpholinopyrimidin-2-yl)amino)propan-1-ol ClC1=NC(=NC(=C1)N1CCOCC1)NC(CO)C